7-chloro-3-(4-methyl-6-propionylpyridin-3-yl)-1,6-naphthyridine ClC1=NC=C2C=C(C=NC2=C1)C=1C=NC(=CC1C)C(CC)=O